2-(1-(2-(1-(5-(2,6-dioxopiperidin-3-yl)pyridin-2-yl)piperidin-4-yl)acetyl)piperidin-4-yl)-6-isopropoxy-N-(pyrazolo[1,5-a]pyrimidin-3-yl)-2H-indazole-5-carboxamide O=C1NC(CCC1C=1C=CC(=NC1)N1CCC(CC1)CC(=O)N1CCC(CC1)N1N=C2C=C(C(=CC2=C1)C(=O)NC=1C=NN2C1N=CC=C2)OC(C)C)=O